C1=CC(=C(C(=C1C(=O)O)O)N)N diaminosalicylic acid